[N+](=[N-])=C[Si](C)(C)C diazomethyl-(trimethyl)-silane